2-chloro-1,4-bis(α-hydroxyisopropyl)benzene 1,6-dioxaspiro[4.5]decan-10-yl-2-fluorobenzoate O1CCCC12OCCCC2OC(C2=C(C=CC=C2)F)=O.ClC2=C(C=CC(=C2)C(C)(C)O)C(C)(C)O